(Z)-N-benzyl-3-(4-bromophenyl)acrylamide ethyl-3-cyclopropyl-1-[(oxan-4-yl)methyl]-4-(2,2,2-trifluoroethyl)-1H-pyrazole-5-carboxylate C(C)OC(=O)C1=C(C(=NN1CC1CCOCC1)C1CC1)CC(F)(F)F.C(C1=CC=CC=C1)NC(\C=C/C1=CC=C(C=C1)Br)=O